C[C@H]1N(C[C@H](C1)COC1=CC=C(C=C1)S(=O)(=O)CCS(=O)(=O)C)C(=O)OC(C)(C)C (2R,4S)-tert-butyl 2-methyl-4-((4-((2-(methylsulfonyl)ethyl)sulfonyl)phenoxy)methyl)pyrrolidine-1-carboxylate